OC1CCC(CC1)NC1=NC=C(C=N1)C1=C2C=C(C(=CC2=CC2=C1C(OC2C(=O)N)=O)OC)OC 9-(2-(((1r,4r)-4-hydroxycyclohexyl)amino)pyrimidin-5-yl)-6,7-dimethoxynaphtho[2,3-c]furan-1(3H)-onecarboxamide